C(C)OC(=O)C=1N=C2N(C=C(C=C2)NS(=O)(=O)C2=CC=CC=C2)C1 6-(Phenylsulfonamido)imidazo[1,2-a]pyridine-2-carboxylic acid ethyl ester